Cl.FC=1C=C(C=CC1)[C@H](CNC(C[C@H]1CCC(N(C1)C)=O)(C)C)O (R)-5-(2-(((R)-2-(3-Fluorophenyl)-2-hydroxyethyl)amino)-2-methylpropyl)-1-methylpiperidin-2-one hydrochloride